ClC1=CC2=C(N(C3=C(N=C2C2=CC=CC=C2)C=CC=C3)C)C=C1 2-chloro-5-methyl-11-phenyl-5H-dibenzo[b,e][1,4]diazepine